ClC1=C(C=C(C=C1)SCCCCCO)CNC1(CC1)C=1C=NC=CC1C1=C(C=CC=C1)OC1CC1 5-([4-chloro-3-[([1-[4-(2-cyclopropoxyphenyl)pyridin-3-yl]cyclopropyl]amino)methyl]phenyl]sulfanyl)pentan-1-ol